1-(3-((tert-butyldimethylsilyl)oxy)-2,2-difluoropropyl)-4-(2,3-dichloro-6-((2-(trimethylsilyl)ethoxy)methoxy)phenyl)pyrrolidin-2-one [Si](C)(C)(C(C)(C)C)OCC(CN1C(CC(C1)C1=C(C(=CC=C1OCOCC[Si](C)(C)C)Cl)Cl)=O)(F)F